3-(4-(2,2,2-trifluoroethyl)piperazin-1-yl)isoquinolin-1(2H)-one FC(CN1CCN(CC1)C=1NC(C2=CC=CC=C2C1)=O)(F)F